CNC1=C(C(=O)NC2CCC(CC2)NC2=CC=CC=3N2C=C(N3)C(F)(F)F)C=CC=C1 2-(methylamino)-N-[(1s,4s)-4-{[2-(trifluoromethyl)imidazo[1,2-a]pyridin-5-yl]amino}cyclohexyl]benzamide